ClC(=C)C(=O)OCC.[K] potassium (Z)-2-chloro-3-ethoxy-3-oxo-prop-1-en